[Cl-].[Cl-].[Zr+2].CC1=C(C(=C(C1)C)C)C.CC1=C(C(=C(C1)C)C)C bis(tetramethylcyclopentadiene) zirconium dichloride